N-[2-hydroxy-1-(oxan-4-yl)ethyl]-2-methyl-5-[(pyridin-2-yl)methoxy]-2H-indazole-3-carboxamide OCC(C1CCOCC1)NC(=O)C=1N(N=C2C=CC(=CC12)OCC1=NC=CC=C1)C